FC=1C=C(C=C(C1[C@H]1N([C@@H](CN2C1=CC=1C=CC=CC21)C)CC(C)(C)F)F)C2N(CC2N)CCCF (3,5-difluoro-4-((1R,3R)-2-(2-fluoro-2-methylpropyl)-3-methyl-1,2,3,4-tetrahydropyrazino[1,2-a]indol-1-yl)phenyl)-1-(3-fluoropropyl)azetidin-3-amine